CC=1N=C(C2=C(N1)OC=C2C(=O)NC2(CC2)C2CCO2)NC2(CC2)C methyl-4-[(1-methylcyclopropyl)amino]-N-[1-(oxetan-4-yl)cyclopropyl]furo[2,3-d]pyrimidine-5-carboxamide